5-(2-chlorophenyl)-N-(4-cyano-2-fluoro-phenyl)-1H-pyrrole-3-sulfonamide ClC1=C(C=CC=C1)C1=CC(=CN1)S(=O)(=O)NC1=C(C=C(C=C1)C#N)F